BrC=1C(=CC2=C(C=CS2)C1)F 5-bromo-6-fluorobenzothiophene